OCN1C(=O)N(C(=O)C1(C)C)CO 1,3-bis(hydroxymethyl)-5,5-dimethylhydantoin